C[N+](CCCCCCCCCCCCCCCC)(C)[O-] N,N-dimethyl-N-hexadecyl-amine oxide